BrC=1N=CC(=NC1)N 5-bromopyrazin-2-amine